FC(ON1N=CC=C1)F (difluoromethoxy)-1H-pyrazol